vinyl (E)-phosphonate P(OC=C)([O-])=O